3-bromo-2-hydroxypropyltrimethylammonium BrCC(C[N+](C)(C)C)O